N-[4-[2,3-dichloro-5-(4-methylpiperazin-1-yl)phenoxy]-5-ethyl-6-(2-isobutylphenyl)pyrimidin-2-yl]-1-methyl-pyrazole-4-sulfonamide ClC1=C(OC2=NC(=NC(=C2CC)C2=C(C=CC=C2)CC(C)C)NS(=O)(=O)C=2C=NN(C2)C)C=C(C=C1Cl)N1CCN(CC1)C